3,4-diiodo-2-phenyl-1(2H)-isoquinolinone IC=1N(C(C2=CC=CC=C2C1I)=O)C1=CC=CC=C1